3-[1-methyl-6-(4-piperidyloxy)indazol-3-yl]piperidine-2,6-dione CN1N=C(C2=CC=C(C=C12)OC1CCNCC1)C1C(NC(CC1)=O)=O